ClC1=CC(=NC=C1)N1N=CC(=C1)CC(=O)OC methyl 2-[1-(4-chloropyridin-2-yl)pyrazol-4-yl]acetate